(S)-6-((1-(3-aminopropyl)-1H-1,2,3-triazol-4-yl)methoxy)-N-(2-(2-cyano-4,4-difluoropyrrolidin-1-yl)-2-oxoethyl)quinoline-4-carboxamide p-toluenesulfonate CC1=CC=C(C=C1)S(=O)(=O)O.NCCCN1N=NC(=C1)COC=1C=C2C(=CC=NC2=CC1)C(=O)NCC(=O)N1[C@@H](CC(C1)(F)F)C#N